N-((1,2,3,5,6,7-hexahydro-s-indacen-4-yl)carbamoyl)-1-isopropyl-5-(trifluoromethyl)-1H-pyrazole-3-sulfonamide C1CCC2=C(C=3CCCC3C=C12)NC(=O)NS(=O)(=O)C1=NN(C(=C1)C(F)(F)F)C(C)C